ClC=1C=C(C=CC1)C(CO)[NH-] [1-(3-CHLOROPHENYL)-2-HYDROXYETHYL]AMID